C(C1CO1)OC(CC(CCCC)[Si](OCC)(CC(CCC)CC1CO1)C(CCCC)CC(CC)OCC1CO1)CC bis(2-glycidoxybutylpentyl)-2-glycidylpentylethoxysilane